CC1(C[C@H](CCC1)[C@H](C)OC(COC(CC)=O)=O)C Propionic acid 2-((S)-1-((S)-3,3-dimethylcyclohexyl) ethoxy)-2-oxoethyl ester